2-CHLORO-4-HYDROXYNICOTINALDEHYDE ClC1=C(C=O)C(=CC=N1)O